C(C)C1=NC(=NO1)C1=CC2=C(C(CO2)N)C=C1 6-(5-ethyl-1,2,4-oxadiazol-3-yl)-2,3-dihydro-1-benzofuran-3-amine